4-([1,1'-biphenyl]-3-yl)-N-(3-ethylquinuclidin-3-yl)piperazine-1-carboxamide C1(=CC(=CC=C1)N1CCN(CC1)C(=O)NC1(CN2CCC1CC2)CC)C2=CC=CC=C2